dl-6-((4-hydroxy-1-(5-phenyloxazol-2-yl)piperidin-4-yl)methyl)-2-methyl-3-(1-oxo-2,3-dihydro-1H-inden-5-yl)-2H-pyrazolo[4,3-d]pyrimidin-7(6H)-one OC1(CCN(CC1)C=1OC(=CN1)C1=CC=CC=C1)CN1C=NC=2C(C1=O)=NN(C2C=2C=C1CCC(C1=CC2)=O)C